C(\C=C\C1=CC(OC)=C(O)C(OC)=C1)(=O)OC[C@@H]1[C@H]([C@@H]([C@H]([C@@H](O1)OC[C@@H]1[C@H]([C@@H]([C@H]([C@@H](O1)OC=1C(=[O+]C=2C=C(C=C(C2C1)O)O)C1=CC(O)=C(O)C=C1)O)O)O)O)O)O 3-O-{6-O-[6-O-(E)-sinapoyl-β-D-glucopyranosyl]-β-D-glucopyranosyl}cyanidin